C(C=C)OC(=O)N[C@@H](CCC(=O)O)C(=O)O N-(allyloxycarbonyl)glutamic acid